3,4-dichloro-N-(4-methyl-3-((3-(9-(tetrahydro-2H-pyran-2-yl)-9H-purin-6-yl)pyridin-2-yl)amino)phenyl)-benzamide ClC=1C=C(C(=O)NC2=CC(=C(C=C2)C)NC2=NC=CC=C2C2=C3N=CN(C3=NC=N2)C2OCCCC2)C=CC1Cl